ClC1=C(C2=C(N=N1)N(CC2)[C@H]2CN(CCC2)C(=O)OC(C)(C)C)C tert-butyl (R)-3-(3-chloro-4-methyl-5,6-dihydro-7H-pyrrolo[2,3-c]pyridazin-7-yl)piperidine-1-carboxylate